C1(CCCC2C3C(=C4C=5C=CC=CC5CC4=C21)C=CCC3)[Zr](Cl)Cl (octahydrodibenzofluorenyl)dichloroZirconium